(S)-2-amino-4-(2-aminopyrimidin-5-yl)butanoic acid N[C@H](C(=O)O)CCC=1C=NC(=NC1)N